BrC1=C(C(=NN1CC)Cl)CN1N=CN=C1 1-[(5-bromo-3-chloro-1-ethyl-1H-pyrazol-4-yl)methyl]-1H-1,2,4-triazol